7-(benzylthio)-3-iodo-5-methyl-1H-indazole C(C1=CC=CC=C1)SC=1C=C(C=C2C(=NNC12)I)C